C(CCC(=O)[O-])(=O)OC(C)CCCCCCCCCCCCCC 2-tetradecyl-2-ethyl succinate